NC1=C(C=C(C=C1)C1=C2CN(C(C2=CC=C1)=O)CC(C#N)=C)C(F)(F)F 2-({4-[4-amino-3-(trifluoromethyl)phenyl]-1-oxo-2,3-dihydro-1H-isoindol-2-yl}methyl)prop-2-enenitrile